N-cyclopropyl-2-(difluoromethoxy)-4-[7-[2-(3,3-difluoro-1-piperidyl)ethoxy]imidazo[1,2-a]pyridin-3-yl]-6-methoxy-benzamide C1(CC1)NC(C1=C(C=C(C=C1OC)C1=CN=C2N1C=CC(=C2)OCCN2CC(CCC2)(F)F)OC(F)F)=O